1-((3R,4S)-3-methoxy-1-(3-methoxy-1H-pyrazolo[3,4-b]pyridin-5-yl)piperidin-4-yl)-1-methyl-3-(1-methyl-2-oxo-5-(trifluoromethyl)-1,2-dihydropyridin-3-yl)urea CO[C@@H]1CN(CC[C@@H]1N(C(=O)NC=1C(N(C=C(C1)C(F)(F)F)C)=O)C)C=1C=C2C(=NC1)NN=C2OC